ClC1=CC2=C(C=N1)C(=CN2)N2CCOCC2 (6-chloro-1H-pyrrolo[3,2-c]pyridin-3-yl)morpholine